Cl.C1(=CC=CC=C1)C1=CC=CC=C1 biphenyl-hydrochloride